tert-butyl 2-phenylpropionate C1(=CC=CC=C1)C(C(=O)OC(C)(C)C)C